C(C)OC(CCC(=O)C1=NC(=CC(=C1O)Br)CC1=C(C=C(C=C1Cl)Cl)Cl)=O 4-[4-Bromo-3-hydroxy-6-(2,4,6-trichloro-benzyl)-pyridin-2-yl]-4-oxo-butyric acid ethyl ester